(3-(cyanomethoxy)-2-isobutylphenyl)-N-methylpropane-2-sulfonamide C(#N)COC=1C(=C(C=CC1)CC(C)S(=O)(=O)NC)CC(C)C